COC1=CC=C(C=C1)C=1N=CNC1C1=CC=C(C=C1)OC 4,5-bis(4'-methoxyphenyl)imidazole